C1(CC1)C1COCCN1C[C@@H]1NC[C@H](N(C1)C(=O)OC(C)(C)C)C tert-butyl (2R,5S)-5-((3-cyclopropylmorpholino)methyl)-2-methylpiperazine-1-carboxylate